CP(OC1=CC(=CC=C1)Br)([O-])([O-])C (3-bromophenyl) dimethylphosphite